4-({2-[(aminosulfonyl)amino]ethyl}amino)-N'-hydroxy-N-[3-(trifluoromethyl)phenyl]-1,2,5-oxadiazole-3-carboximidamide NS(=O)(=O)NCCNC=1C(=NON1)C(NC1=CC(=CC=C1)C(F)(F)F)=NO